BrCC1=CC2=C(B(OC2)O)C=C1F 5-(bromomethyl)-6-fluorobenzo[c][1,2]oxaborol-1(3H)-ol